12-heptadecynic acid C(CCCCCCCCCCC#CCCCC)(=O)O